C(C)(=O)NCC(=O)C(C)O[Si](OCC)(OCC)CCCN N-acetylglycyl-3-aminopropyltriethoxysilane